FC=1C(=C(OC2=NC=C(C(=C2C=2NC(=C(C(C2C(=O)N)=O)C)C)C)C(F)(F)F)C=CC1F)C 2-[2-(3,4-difluoro-2-methyl-phenoxy)-4-methyl-5-(trifluoromethyl)-3-pyridyl]-5,6-dimethyl-4-oxo-1H-pyridine-3-carboxamide